CC1=CC(=CC(=C1)C)C 1,3,5-Trimethylbenzol